COC1=C(NCC#CC=2N=C3N(C=CC=C3[C@@H]3NCCN(CC3)C)C2CC(F)(F)F)C=CC(=C1)S(=O)(=O)C (R)-2-methoxy-N-(3-(8-(1-methyl-1,4-diazepan-5-yl)-3-(2,2,2-trifluoroethyl)imidazo[1,2-a]pyridin-2-yl)prop-2-yn-1-yl)-4-(methylsulfonyl)aniline